C(#N)C1=CC(=C(COC2=NSC(=N2)C2=CC(=C(CC3=NC4=C(N3CCOC)C=C(C=C4)C(=O)O)C=C2)F)C=C1)F 2-(4-(3-((4-cyano-2-fluorobenzyl)oxy)-1,2,4-thiadiazol-5-yl)-2-fluorobenzyl)-1-(2-methoxyethyl)-1H-benzo[d]imidazole-6-carboxylic acid